4-(3-Methyl-1H-pyrazolo[3,4-c]pyridin-5-yl)-7-oxa-4-azaspiro[2.5]octane CC1=NNC2=CN=C(C=C21)N2C1(CC1)COCC2